1-(3-((6-((5-methylthiazol-2-yl)amino)-1-(2,2,2-trifluoroethyl)-1H-pyrrolo[3,2-c]pyridin-4-yl)oxy)pyrrolidin-1-yl)prop-2-en-1-one CC1=CN=C(S1)NC1=CC2=C(C(=N1)OC1CN(CC1)C(C=C)=O)C=CN2CC(F)(F)F